CC1=C(SC(=C1)C)N1CC2=CC=C(C=C2CC1)F 2-(3,5-Dimethylthiophene-2-yl)-6-fluoro-1,2,3,4-tetrahydroisoquinoline